F[C@@H]1C([C@H]1F)CC#CC=1C=C(OC2=C(N=NN2)C(=O)O)C=CC1 5-(3-(3-((2R,3R)-2,3-difluorocyclopropyl)prop-1-ynyl)phenoxy)-1H-1,2,3-triazole-4-carboxylic acid